[N+]=1(C(=CC=CC1)S)[O-] pyridine-2-thiol 1-oxide